BrC1=C(C(=C(C=C1)C)[N+](=O)[O-])OC 1-Bromo-2-methoxy-4-methyl-3-nitrobenzene